(1-(2-(7-ethylpyrrolo[1,2-b]pyridazin-6-yl)-7-methoxy-1-methyl-1H-benzo[d]imidazole-5-carbonyl)piperidin-3-yl)carbamic acid tert-butyl ester C(C)(C)(C)OC(NC1CN(CCC1)C(=O)C1=CC2=C(N(C(=N2)C=2C=C3N(N=CC=C3)C2CC)C)C(=C1)OC)=O